((1R,4R,7R)-7-amino-2-azabicyclo[2.2.1]heptan-2-yl)(2-(1-((2,2-dichlorocyclopropyl)meth-yl)-7-(1H-pyrazol-3-yl)-1H-indol-2-yl)-7-methoxy-1-methyl-1H-benzo[d]imidazol-5-yl)methanone N[C@H]1[C@@H]2N(C[C@H]1CC2)C(=O)C2=CC1=C(N(C(=N1)C=1N(C3=C(C=CC=C3C1)C1=NNC=C1)CC1C(C1)(Cl)Cl)C)C(=C2)OC